2-chloro-N1-(1-ethyl-1H-1,2,4-triazol-5-yl)-N3,N3-dimethyl-4-(methylsulfonyl)isophthalamide ClC1=C(C(=O)NC2=NC=NN2CC)C=CC(=C1C(=O)N(C)C)S(=O)(=O)C